4-{[2-Carbamoyl-6-(1-methyl-1H-pyrazol-4-yl)-imidazo[1,2-a]pyrazin-8-ylamino]-methyl}-4-fluoro-piperidine-1-carboxylic acid tert-butyl ester C(C)(C)(C)OC(=O)N1CCC(CC1)(F)CNC=1C=2N(C=C(N1)C=1C=NN(C1)C)C=C(N2)C(N)=O